tert-butyl 6-(2-fluorophenyl)-2-azaspiro[3.3]hept-5-ene-2-carboxylate FC1=C(C=CC=C1)C1=CC2(CN(C2)C(=O)OC(C)(C)C)C1